2,6,8,12-tetramethyl-2,4-tridecadien-1-ol CC(CO)=CC=CC(CC(CCCC(C)C)C)C